epsilon-(tert-butyloxycarbonyl)-lysine C(C)(C)(C)OC(=O)C(CCC[C@H](N)C(=O)O)N